triethylene glycol-bis-[3-(3,5-di-tert-butyl-4-hydroxyphenyl) propionate] C(C)(C)(C)C=1C=C(C=C(C1O)C(C)(C)C)CCC(=O)OCCOCCOCCOC(CCC1=CC(=C(C(=C1)C(C)(C)C)O)C(C)(C)C)=O